COC1=C(C=CC(=C1)S(=O)(=O)N1CCOCC1)NC=1N=C(C2=C(N1)NC=C2)NCCOC N2-(2-methoxy-4-(morpholinosulfonyl)phenyl)-N4-(2-methoxyethyl)-7H-pyrrolo[2,3-d]pyrimidine-2,4-diamine